Trioctyl(hexadecyl)phosphonium C(CCCCCCC)[P+](CCCCCCCCCCCCCCCC)(CCCCCCCC)CCCCCCCC